3H-benzo[b]azepine-4-carboxylic acid ethyl ester C(C)OC(=O)C1=CC2=C(N=CC1)C=CC=C2